C[C@H]([C@@H](C(=O)O)N)OC L-O-METHYLTHREONINE